C1CCCC2OC3=C(C21)C=CC=C3 1,2,3,4,4a,9b-hexahydrodibenzofuran